[C@H](C)(CC)[C@@H]1N(CC2=C(NC1=O)C=C(C=C2)F)C(=O)N2CC(C2)O (S)-3-((S)-sec-butyl)-8-fluoro-4-(3-hydroxyazetidine-1-carbonyl)-1,3,4,5-tetrahydro-2H-benzo[e][1,4]diazepin-2-one